S(=O)(=O)([O-])[O-].[NH4+].C1(=CC=CC=C1)OCC=C.[NH4+] allyl phenyl ether ammonium sulfate salt